C1(C(=O)OCCCCO1)=O β-butylene oxalate